C1(CC1)C([C@@H](C(=O)NC=1C=NN(C1)[C@@H](C)C=1C(=NC=CC1)OC)NC(OCC1=CC=CC=C1)=O)C1CC1 benzyl N-[(1S)-1-(dicyclopropylmethyl)-2-[[1-[(1S)-1-(2-methoxy-3-pyridyl)ethyl]pyrazol-4-yl]amino]-2-oxo-ethyl]carbamate